CN1N=NC(=C1C=1C=C2C(=NC1)C1=C(N2C(C2CCOCC2)C2=CC=CC=C2)C(=NN1C)C(=O)NC)C 6-(1,4-dimethyl-1H-1,2,3-triazol-5-yl)-N,1-dimethyl-4-(phenyl-(tetrahydro-2H-pyran-4-yl)methyl)-1,4-dihydropyrazolo[3',4':4,5]pyrrolo[3,2-b]pyridine-3-carboxamide